(3R)-3-amino-5-[(4-chlorophenyl)methyl]-7-[5-[(4,4-difluorocyclohexyl)amino]-1,3,4-oxadiazol-2-yl]-8-fluoro-1,1-dioxo-2,3-dihydro-1lambda6,5-benzothiazepin-4-one N[C@H]1CS(C2=C(N(C1=O)CC1=CC=C(C=C1)Cl)C=C(C(=C2)F)C=2OC(=NN2)NC2CCC(CC2)(F)F)(=O)=O